N-(5-methoxy-1-methyl-1H-pyrazol-3-yl)azetidine-3-carboxamide hydrochloride Cl.COC1=CC(=NN1C)NC(=O)C1CNC1